COC=1C2=C(N=CN1)CCN(C2)C[C@H]2NC(CC2)=O 4-methoxy-6-(((S)-5-oxopyrrolidin-2-yl)methyl)-5,6,7,8-tetrahydropyrido[4,3-d]pyrimidin